BrCC1=CC(=NC(=C1)C)CNC(OC(C)(C)C)=O tert-butyl (4-(bromomethyl)-6-methylpyridine-2-yl)methylcarbamate